C1(CCCCCC1)N1CCN(CC1)C(=O)[O-] 4-cycloheptylpiperazine-1-carboxylate